1-{1-[(tert-butoxy)carbonyl]azetidin-3-yl}-1H-pyrazole-4-carboxylic acid C(C)(C)(C)OC(=O)N1CC(C1)N1N=CC(=C1)C(=O)O